tert-butyl-(7-acetylquinoline-4-carbonyl)glycine C(C)(C)(C)N(CC(=O)O)C(=O)C1=CC=NC2=CC(=CC=C12)C(C)=O